COC=1C=C2C=CN=C(C2=C(C1)C)N(C(C1=CN=C(C=C1)C=1SC(=NN1)C([2H])([2H])[2H])=O)[C@H]1CNCCC1 (R)-N-(6-methoxy-8-methylisoquinolin-1-yl)-6-(5-(methyl-d3)-1,3,4-thiadiazol-2-yl)-N-(piperidin-3-yl)nicotinamide